N-[[4-(5-amino-4-cyano-1-tetrahydropyran-3-yl-pyrazol-3-yl)-2-fluoro-phenyl]methyl]-2-methoxy-benzamide NC1=C(C(=NN1C1COCCC1)C1=CC(=C(C=C1)CNC(C1=C(C=CC=C1)OC)=O)F)C#N